FC(C=1N=C(SC1)C(=O)N1CCCCC1)(F)F 1-(4-(trifluoromethyl)thiazole-2-carbonyl)piperidin